5-(5-(azetidin-1-yl)-1H-benzo[d]imidazol-2-yl)-2-hydroxy-3-methoxybenzoic acid N1(CCC1)C1=CC2=C(NC(=N2)C=2C=C(C(=C(C(=O)O)C2)O)OC)C=C1